6-[[5-[(6-cyano-4-methyl-3-pyridinyl)amino]-3-methyl-imidazo[4,5-b]pyridin-7-yl]amino]-N,N-dimethyl-pyridine-3-carboxamide C(#N)C1=CC(=C(C=N1)NC1=CC(=C2C(=N1)N(C=N2)C)NC2=CC=C(C=N2)C(=O)N(C)C)C